(2,6-dichloro-4-fluorophenyl)boronic acid ClC1=C(C(=CC(=C1)F)Cl)B(O)O